OC[C@H](C)N1C=NC2=C(C1=O)C=C(N=C2C=2C=NC=CC2)C2=CN=C(S2)C(F)(F)F (S)-3-(1-hydroxypropan-2-yl)-8-(pyridin-3-yl)-6-(2-(trifluoromethyl)thiazol-5-yl)pyrido[3,4-d]pyrimidin-4(3H)-one